ClC=1C=C(C=CC1F)C=1N=CN(C1C=1C=CC=2N(N1)C(=CN2)C#N)CC(C)(C)F 6-(4-(3-chloro-4-fluorophenyl)-1-(2-fluoro-2-methylpropyl)-1H-imidazol-5-yl)imidazo[1,2-b]pyridazine-3-carbonitrile